7'-(2-(3-fluoroazetidin-1-yl)ethoxy)-8'-methyl-2',3'-dihydrospiro[cyclopropane-1,4'-pyrido[2,3-b][1,4,5]oxathiazepine] 1',1'-dioxide FC1CN(C1)CCOC=1C(=CC2=C(OC3(CNS2(=O)=O)CC3)N1)C